ClC1=C(C=C(C=C1)SCCCN(C([C@H]([C@H]([C@@H]([C@H](CO)O)O)O)O)=O)C1CCS(CC1)(=O)=O)COC1(CC1)C=1C=NC=CC1C1=C(C=CC=C1)OC1CC1 (2S,3S,4R,5S)-N-(3-{[4-chloro-3-({1-[4-(2-cyclopropoxyphenyl)pyridin-3-yl]cyclopropoxy}methyl)phenyl]sulfanyl}propyl)-N-(1,1-dioxo-1λ6-thian-4-yl)-2,3,4,5,6-pentahydroxyhexanamide